COC=1C=C(/C=N/O)C(=CN1)OCC=1C(=NC=CC1)C1=C(C=NN1)C (E)-2-methoxy-5-((2-(4-methyl-1H-pyrazol-5-yl)pyridin-3-yl)methoxy)isonicotinaldehyde oxime